3-(2,2-difluoroethyl)-5-({5-[(2S)-3-hydroxy-2-phenylpropanoyl]-2H,4H,5H,6H-pyrrolo[3,4-c]pyrazol-2-yl}sulfonyl)-4-methyl-2,3-dihydro-1,3-thiazol-2-one FC(CN1C(SC(=C1C)S(=O)(=O)N1N=C2C(=C1)CN(C2)C([C@H](CO)C2=CC=CC=C2)=O)=O)F